2-(4-methoxy-naphthalen-1-yl)-4,6-bis(trichloromethyl)sym-triazine COC1=CC=C(C2=CC=CC=C12)C1=NC(=NC(=N1)C(Cl)(Cl)Cl)C(Cl)(Cl)Cl